[N+](=O)([O-])C1=CC=C(OC(=O)OCC(COC(=O)OC2=CC=C(C=C2)[N+](=O)[O-])NC(OCC2C3=CC=CC=C3C=3C=CC=CC23)=O)C=C1 (9H-fluoren-9-yl)methyl (1,3-bis(((4-nitrophenoxy)carbonyl)oxy)propan-2-yl)carbamate